C(=O)OCCCCCCCCCC decanol formate